OC1=C(C(=O)O)C=CC(=C1)C(F)(F)F 2-hydroxy-4-(trifluoromethyl)benzoic acid